C1(=CC=CC=C1)C(C1=CC=CC=C1)=NC1=NC=C(C(=C1)C1=C(C=NC(=C1)C)C(=O)OC)OC methyl 2'-((diphenylmethylene)amino)-5'-methoxy-6-methyl-(4,4'-bipyridine)-3-carboxylate